CC1=C(C2=C(N=C(N=C2)SC)N(C1=O)CC1=CC=NC=C1)C#C[Si](C(C)C)(C(C)C)C(C)C 6-methyl-2-(methylsulfanyl)-8-(pyridin-4-ylmethyl)-5-[2-(triisopropylsilyl)ethynyl]pyrido[2,3-d]pyrimidin-7-one